(S)-4-amino-N-methyl-N-(6-(5-(trifluoromethyl)pyridin-3-yl)-2,3-dihydrobenzofuran-3-yl)imidazo[1,5-a]quinoxaline-8-carboxamide NC=1C=2N(C3=CC(=CC=C3N1)C(=O)N([C@@H]1COC3=C1C=CC(=C3)C=3C=NC=C(C3)C(F)(F)F)C)C=NC2